C(C)(C)(C)C1=CC=2C(=C3C=CN=C(C3=C3C2C=C(C=C3)C(C)(C)C)OC)C=C1 7,10-Di-tert-butyl-1-methoxydibenzo[f,h]isoquinoline